N-(3-((2-((4-(4-ethylpiperazin-1-yl)phenyl)amino)-5,7-dihydrofuro[3,4-d]pyrimidin-4-yl)oxy)phenyl)acrylamide C(C)N1CCN(CC1)C1=CC=C(C=C1)NC=1N=C(C2=C(N1)COC2)OC=2C=C(C=CC2)NC(C=C)=O